C(=C)C(C(=O)O)CCCCCCCCCC.C(CCCCCCCCCCC)(=O)OC=C vinyl dodecanoate (vinyl laurate)